5-Hydroxy-5-((9Z,12Z)-octadeca-9,12-dien-1-yl)tricosa-14,17-dien-1-yl 1-methylpiperidine-4-carboxylate CN1CCC(CC1)C(=O)OCCCCC(CCCCCCCCC=CCC=CCCCCC)(CCCCCCCC\C=C/C\C=C/CCCCC)O